methyl N-[6-tert-butyl-10-chloro-9-(3-methoxypropoxy)-2-oxo-6H,7H-pyrido[2,1-a]isoquinolin-3-yl]carbamate C(C)(C)(C)C1N2C(C3=CC(=C(C=C3C1)OCCCOC)Cl)=CC(C(=C2)NC(OC)=O)=O